4-([1,1'-biphenyl]-2-yl)-6-(hydroxymethyl)-2H-pyran-2-one C1(=C(C=CC=C1)C1=CC(OC(=C1)CO)=O)C1=CC=CC=C1